3-fluoro-1-methyl-N-{2-[(2R)-1-methylpiperidin-2-yl]-1-{[2-(trimethylsilyl)ethoxy]methyl}pyrrolo[3,2-c]pyridin-6-yl}indazole-6-carboxamide FC1=NN(C2=CC(=CC=C12)C(=O)NC1=CC2=C(C=N1)C=C(N2COCC[Si](C)(C)C)[C@@H]2N(CCCC2)C)C